tert-butyl [3-(trifluoromethyl)quinoxalin-6-yl]carbamate FC(C=1C=NC2=CC=C(C=C2N1)NC(OC(C)(C)C)=O)(F)F